Cl.O=C1N(C(CC1)=O)CCOC(C[C@H](CC(C)C)CN)=O.C(C)N1C2=CC=C(C=C2C=2C=C(C=CC12)C(C1=CC=C(C=C1)OCC(C(F)F)(F)F)=O)C(C1=CC=C(C=C1)OCC(C(F)F)(F)F)=O 9-Ethyl-3,6-bis[4-(2,2,3,3-tetrafluoropropoxy)benzoyl]carbazole 2-(2,5-dioxopyrrolidin-1-yl)ethyl-(3S)-3-(aminomethyl)-5-methylhexanoate hydrochloride